BrC1=C(C=CC=C1)N1N=CC=C1C (bromophenyl)-5-methyl-1H-pyrazole